3-(1-acetylazetidin-3-yl)-1-(5-chloro-3-fluoropyridin-2-yl)-4-(4-(trifluoro-methyl)benzyl)piperazine-2,5-dione C(C)(=O)N1CC(C1)C1C(N(CC(N1CC1=CC=C(C=C1)C(F)(F)F)=O)C1=NC=C(C=C1F)Cl)=O